BrC1=C(C=C(C(=O)N2CC=3N=C(N(C(C3C[C@H]2C)=O)C2=CC3=C(N(C=N3)C)C=C2)Cl)C=C1)C(F)(F)F (R)-7-(4-bromo-3-(trifluoromethyl)benzoyl)-2-chloro-6-methyl-3-(1-methyl-1H-benzo[d]imidazol-5-yl)-5,6,7,8-tetrahydropyrido[3,4-d]pyrimidin-4(3H)-one